CC=1C=CC=C2C(=CN=NC12)NC1=NC(=NC=C1)NC1=CC=C(C=C1)N1CCOCC1 N4-(8-methylcinnolin-4-yl)-N2-(4-morpholinophenyl)pyrimidine-2,4-diamine